Methyl (4-(1-(1-(5-(6-amino-3-chloro-2-fluorophenyl)pyridin-2-yl)-3-methoxypropyl)-1H-pyrazol-4-yl)phenyl)carbamate NC1=CC=C(C(=C1C=1C=CC(=NC1)C(CCOC)N1N=CC(=C1)C1=CC=C(C=C1)NC(OC)=O)F)Cl